N-(4-(6-chloroquinoxalin-2-yl)-2,5-difluorophenyl)acetamide ClC=1C=C2N=CC(=NC2=CC1)C1=CC(=C(C=C1F)NC(C)=O)F